ClC=1C=C(C=C2C(=C(C=NC12)C#N)NC1=CC(=C(C=C1)F)Cl)N[C@H](C=1N=NN(C1)C1CCN(CC1)CC)C=1SC=C(C1)Cl (R)-8-chloro-4-((3-chloro-4-fluorophenyl)amino)-6-(((4-chlorothiophen-2-yl)(1-(1-ethylpiperidin-4-yl)-1H-1,2,3-triazol-4-yl)methyl)amino)quinoline-3-carbonitrile